N-[1,1'-biphenyl]-2-yl-[1,1':4',1''-terphenyl]-4-amine C1(=C(C=CC=C1)NC1=CC=C(C=C1)C1=CC=C(C=C1)C1=CC=CC=C1)C1=CC=CC=C1